COC1=C(C=CC(=C1)N1CCC(CC1)N1CCOCC1)NC1=NC=NC(=C1)N1OCC[C@@H]1C1=CC=CC=C1 (R)-N-(2-methoxy-4-(4-morpholinopiperidin-1-yl)phenyl)-6-(3-phenylisoxazolidin-2-yl)pyrimidine-4-amine